(trans)-Methyl 4-(2-chloro-3,4-difluorophenyl)-6-(4-(3-hydroxypropylsulfonamido)cyclohexyl)-2-(thiazol-2-yl)-1,4-dihydropyrimidine-5-carboxylate ClC1=C(C=CC(=C1F)F)C1N=C(NC(=C1C(=O)OC)[C@@H]1CC[C@H](CC1)NS(=O)(=O)CCCO)C=1SC=CN1